CN(CCNC1=NC=C(C(=N1)OC=1C=C(C=CC1)NC(C=C)=O)C1=CC=C(C=C1)C(F)(F)F)C N-(3-((2-((2-(dimethylamino)ethyl)amino)-5-(4-(trifluoromethyl)phenyl)pyrimidin-4-yl)oxy)phenyl)acrylamide